C1=CC=CC=2C3=CC=CC=C3C(C12)COC(N[C@@H]1C(N[C@H](C1)CO)=O)=O N-[(3S,5R)-5-(hydroxymethyl)-2-oxo-pyrrolidin-3-yl]carbamic acid 9H-fluoren-9-ylmethyl ester